C(C)OC(=O)C=1C=NN(C1S(=O)(=O)NC(=O)NC1=NC(=CC(=N1)OC)OC)C ethyl-5-[({[(4,6-dimethoxypyrimidin-2-yl)amino]carbonyl}amino)sulfonyl]-1-methyl-1H-pyrazol-4-carboxylate